NC1=C(C=C2C=CN(C(C2=C1)=O)C1=NC(=CC=C1)C1=NN=CN1C(C)C)OC 7-amino-2-(6-(4-isopropyl-4H-1,2,4-triazol-3-yl)pyridin-2-yl)-6-methoxyisoquinolin-1(2H)-one